[1,4]Oxazepan-4-yl-[3-(thiazol-2-ylamino)-1-(2,2,2-trifluoro-ethyl)-1H-pyrazolo[4,3-c]pyridin-6-yl]-methanone O1CCN(CCC1)C(=O)C1=CC2=C(C=N1)C(=NN2CC(F)(F)F)NC=2SC=CN2